4,5,6,7-tetrahydro-N,N-ditridecyl-1H-benzotriazole-1-methanamine C(CCCCCCCCCCCC)N(CN1N=NC2=C1CCCC2)CCCCCCCCCCCCC